C(#N)[C@H](C[C@H]1C(NCC1)=O)N ((S)-1-cyano-2-((S)-2-oxopyrrolidin-3-yl)ethyl)ammonia